5-(8-bromodibenzo[b,d]furan-2-yl)-1,2-diphenyl-1H-benzo[d]imidazole BrC=1C=CC2=C(C3=C(O2)C=CC(=C3)C3=CC2=C(N(C(=N2)C2=CC=CC=C2)C2=CC=CC=C2)C=C3)C1